NCP(OC(C(C)(C)C)C)(F)=O aminosoman